(2S,4S)-1-(2-(3-acetyl-7-methyl-5-(2-methylpyrimidin-5-yl)-1H-indazol-1-yl)acetyl)-N-(6-bromo-3-methylpyridin-2-yl)-4-(trifluoromethyl)pyrrolidine-2-carboxamide C(C)(=O)C1=NN(C2=C(C=C(C=C12)C=1C=NC(=NC1)C)C)CC(=O)N1[C@@H](C[C@@H](C1)C(F)(F)F)C(=O)NC1=NC(=CC=C1C)Br